FC1=CC(=CC2=C1C=C(O2)C(=O)NS(=O)(=O)C2=CC=C(C=C2)C=2N=C(SC2)C)N2CC(C2)F 4-Fluoro-6-(3-fluoroazetidin-1-yl)-N-[4-(2-methyl-1,3-thiazol-4-yl)benzene-1-sulfonyl]-1-benzofuran-2-carboxamide